5h-pyrrolo[2',1':3,4]pyrazino[2,3-b]indole-3,6(7H)-dione C1=CC(N2CC(NC3=NC=4C=CC=CC4C321)=O)=O